1-benzyl 4-(tert-butyl) 2-hydroxysuccinate OC(C(=O)OCC1=CC=CC=C1)CC(=O)OC(C)(C)C